1-[2-(4-fluorophenyl)ethyl]-3-quinolin-3-ylurea FC1=CC=C(C=C1)CCNC(=O)NC=1C=NC2=CC=CC=C2C1